3-(aminomethyl)-6-methyl-4-(methylthio)pyridine NCC=1C=NC(=CC1SC)C